C(C)(=O)NC=1C=CC=2N(C1)C=C(N2)C2=CC(=NC=C2)C(=O)O 4-(6-Acetylaminoimidazo[1,2-a]pyridin-2-yl)picolinic acid